N-(3-(2,6-dioxopiperidin-3-yl)phenyl)-7-(((1R,2S,4R)-1,7,7-trimethylbicyclo[2.2.1]heptane-2-yl)amino)heptylamide O=C1NC(CCC1C=1C=C(C=CC1)[N-]CCCCCCCN[C@@H]1[C@@]2(CC[C@H](C1)C2(C)C)C)=O